C1(=C(C=CC=C1)C1(CC1)NC(C1=C(C=CC(=C1)OCCN(C)C)C)=O)C1=CC=CC=C1 N-(1-([1,1'-Biphenyl]-2-yl)cyclopropyl)-5-(2-(dimethylamino)ethoxy)-2-methylbenzamide